BrC=1C=C2C(OCCC=3C=CC(=CC3C3=C(C=C(C(NS(C(C1O)=C2)(=O)=O)=C3)F)F)F)=O 14-bromo-4,20,22-trifluoro-15-hydroxy-17,17-dioxo-10-oxa-17λ6-thia-18-azatetracyclo[17.3.1.112,16.02,7]tetracosa-1(22),2(7),3,5,12,14,16(24),19(23),20-nonaen-11-one